C1(CC1)C(C1=C(C=C(C=C1)F)OC)OC 1-(Cyclopropyl-(methoxy)methyl)-4-fluoro-2-methoxybenzene